COC=1C=C2CCN(CC2=CC1OC)C(\C=C\C1=C(N=C2N1C=C(C=C2)F)C2=CC=CC=C2)=O (2E)-1-(6,7-dimethoxy-3,4-dihydro-1H-isoquinolin-2-yl)-3-{6-fluoro-2-phenylimidazo[1,2-a]pyridin-3-yl}prop-2-en-1-one